ethyl 4-[2-(4-fluoro-2,6-dimethylphenoxy)-5-(2-hydroxypropan-2-yl)phenyl]-6-methyl-1-(4-methylbenzenesulfonyl)-7-oxopyrrolo[2,3-c]pyridine-2-carboxylate FC1=CC(=C(OC2=C(C=C(C=C2)C(C)(C)O)C=2C3=C(C(N(C2)C)=O)N(C(=C3)C(=O)OCC)S(=O)(=O)C3=CC=C(C=C3)C)C(=C1)C)C